C(C)(C)(C)[C@@](C(=O)O)(CO)N.N[C@H](C(=O)OC(C)(C)C)CO tert-butyl (2S)-2-amino-3-hydroxypropionate (tert-butyl (2S)-2-amino-3-hydroxypropanoate)